FC1=C(C=CC(=C1F)OC)B(O)O (2,3-difluoro-4-methoxy-phenyl)boronic acid